1,1,3-trivinyltrimethyldisiloxane C(=C)[Si](O[Si](C=C)(C)C)(C=C)C